2-(3-iodo-4-methoxy-1-(tetrahydro-2H-pyran-2-yl)-1H-indazol-6-yl)-5'-methoxyspiro[cyclopropane-1,3'-indole] IC1=NN(C2=CC(=CC(=C12)OC)C1CC12C=NC1=CC=C(C=C21)OC)C2OCCCC2